Cl.C(C1=CC=CC=C1)(=O)O benzoate monohydrochloride